2-fluoro-6-[(4-hydroxy-3-methylbutyl)amino]-9-(oxetan-2-yl)-9H-purine FC1=NC(=C2N=CN(C2=N1)C1OCC1)NCCC(CO)C